3-((2-(trimethylsilyl)ethoxy)methyl)dihydropyrimidine-2,4(1H,3H)-dione C[Si](CCOCN1C(NCCC1=O)=O)(C)C